4-((3-(5-fluoropyrimidin-2-yl)-2-methoxyphenyl)amino)-N-(methyl-d3)-6-((6-(trifluoromethyl)pyridazin-3-yl)amino)nicotinamide FC=1C=NC(=NC1)C=1C(=C(C=CC1)NC1=CC(=NC=C1C(=O)NC([2H])([2H])[2H])NC=1N=NC(=CC1)C(F)(F)F)OC